C(C)(C)(C)C=1OC2(C(N(C(C3=CC=CC=C23)=O)CC2=C(C=C(C=C2)OC)OC)=O)C2=C(N1)C=CC=C2 2-(tert-Butyl)-2'-(2,4-dimethoxybenzyl)-1'H-spiro[benzo[d][1,3]oxazine-4,4'-isoquinoline]-1',3'(2'H)-dione